(4-methoxybenzyl)-N-(1-phenethylpiperidin-4-yl)butanamide COC1=CC=C(CC(C(=O)NC2CCN(CC2)CCC2=CC=CC=C2)CC)C=C1